9-(benzo[d]oxazol-2-yl)-N-methyl-3H-pyrrolo[2,3-c][2,7]naphthyridin-6-amine O1C(=NC2=C1C=CC=C2)C2=C1C3=C(N=CC1=C(N=C2)NC)NC=C3